2-hydroxyethyl-p-phenylenediamine OCCNC1=CC=C(C=C1)N